[N+](=O)([O-])C1=CC=C(C=C1)C1NC2=CC=CC=C2CN1 2-(4-nitrophenyl)-1,2,3,4-tetrahydroquinazoline